C(#N)C1=CC=C(C=C1)SSC1=CC=C(C=C1)C#N (4-cyanophenyl) disulfide